ClC1=CC=C(C=C1)N1C(=CC2=CC=C(C=C12)CC(CO)CO)C 2-[[1-(4-chlorophenyl)-2-methyl-1H-indol-6-yl]methyl]propane-1,3-diol